tert-butyl 4-((5-(4-hydroxypiperidin-1-yl) pyridin-2-yl) amino)-3-methyl-1-oxoisoindoline-2-carboxylate OC1CCN(CC1)C=1C=CC(=NC1)NC1=C2C(N(C(C2=CC=C1)=O)C(=O)OC(C)(C)C)C